trimethyl-((2-methyloxiran-2-yl)ethynyl)silane C[Si](C#CC1(OC1)C)(C)C